N1N=NC(=C1)CNC(=O)[C@H]1N2C3=C(C=CC=C3C1)CC[C@@H](C2=O)NC([C@H](CC2=CC=CC=C2)NC(C2=CC=CC=C2)=O)=O (2S,5S)-5-((S)-2-Benzoylamino-3-phenyl-propionylamino)-4-oxo-1,2,4,5,6,7-hexahydro-azepino[3,2,1-hi]indole-2-carboxylic acid (1H-[1,2,3]triazol-4-ylmethyl)-amide